OC1=C(C=CC=C1)C=1C=C2C(=NN1)NC[C@@H]1N2CCN(C1)C1=NC=C(C=N1)N1CCN(CC1)C1CC2(CC(C2)C(=O)OC)C1 (S)-methyl 6-(4-(2-(2-(2-hydroxyphenyl)-6a,7,9,10-tetrahydro-5H-pyrazino[1',2':4,5]pyrazino[2,3-c]pyridazin-8(6H)-yl)pyrimidin-5-yl)piperazin-1-yl)spiro[3.3]heptane-2-carboxylate